(6-aminopyridin-3-yl)-N-(5-((2-(2,2-dimethylpyrrolidin-1-yl)ethyl)carbamoyl)-3-methylthiophene-2-yl)pyrazolo[5,1-b]Thiazole-7-carboxamide NC1=CC=C(C=N1)C1=CN2C(S1)=C(C=N2)C(=O)NC=2SC(=CC2C)C(NCCN2C(CCC2)(C)C)=O